2-(4-(4-(aminomethyl)-1-oxo-1,2-dihydrophthalazin-6-yl)-1-methyl-1H-pyrazol-5-yl)-6-isopropoxybenzonitrile NCC1=NNC(C2=CC=C(C=C12)C=1C=NN(C1C1=C(C#N)C(=CC=C1)OC(C)C)C)=O